C(C(C)(C)C)(=O)OC1=C(C=NN1C)C(C1=C(C(=C(C=C1)S(=O)(=O)C)C1=NOCC1)C)=O 4-(3-(4,5-dihydroisoxazol-3-yl)-2-methyl-4-(methylsulfonyl) benzoyl)-1-methyl-1H-pyrazol-5-yl pivalate